C(=O)O.C(C)[C@@]1(C[C@H](NC1)C(=O)N1CCN(CC1)C(=O)C1=C(C=C(NC=2C=3N(C=CN2)C(=CN3)C3=C(C(=C(OCC#N)C=C3)F)F)C=C1)C)O 2-[4-[8-[4-[4-[(2S,4S)-4-ethyl-4-hydroxy-pyrrolidine-2-carbonyl]piperazine-1-carbonyl]-3-methyl-anilino]imidazo[1,2-a]pyrazin-3-yl]-2,3-difluoro-phenoxy]acetonitrile formate